(1S,3R)-methyl 3-hydroxycyclohexyl-carboxylate O[C@H]1C[C@H](CCC1)C(=O)OC